[C@@H]12N[C@@H](C[C@H]2C1)C=1N=CN(C1)C1=C(C=C(C=N1)NC(CN1N=C(C=C1C)C(F)(F)F)=O)F N-(6-(4-((1R,3S,5R)-2-azabicyclo[3.1.0]hexan-3-yl)-1H-imidazol-1-yl)-5-fluoropyridin-3-yl)-2-(5-methyl-3-(trifluoromethyl)-1H-pyrazol-1-yl)acetamide